6-chloro-N-[5-chloro-1-(2,2-difluoroethyl)-1H-pyrazol-4-yl]-7-[4-(pyrrolidin-1-yl)piperidin-1-yl]quinazolin-2-amine ClC=1C=C2C=NC(=NC2=CC1N1CCC(CC1)N1CCCC1)NC=1C=NN(C1Cl)CC(F)F